N-(2-methoxyethyl)-5-(1,5-naphthyridin-2-yl)pyrrolo[2,1-f][1,2,4]triazin-2-amine COCCNC1=NN2C(C=N1)=C(C=C2)C2=NC1=CC=CN=C1C=C2